O=C1NC(CCC1N1C(N(C2=C1C=CC=C2C21CC(C2)(C1)CN1CCN(CC1)C(=O)OC(C)(C)C)C)=O)=O 1-Tert-butyl 4-[[3-[1-(2,6-dioxo-3-piperidyl)-3-methyl-2-oxo-benzimidazol-4-yl]-1-bicyclo[1.1.1]pentanyl]methyl]piperazine-1-carboxylate